C(C)OC1=C(C=C(C=C1)C=1SC=CC1)NC1=NC=NC2=CC(=C(C=C12)OC1CN(C1)C(C=C)=O)OC 1-(3-((4-((2-ethoxy-5-(thiophen-2-yl)phenyl)amino)-7-methoxyquinazolin-6-yl)oxy)azetidin-1-yl)prop-2-en-1-one